[N+](=O)([O-])C=CC1=CC=C(C=C1)B(O)O 4-(2-nitrovinyl)phenylboronic acid